2-(ethyl(methyl)amino)-N-(4-(3-isopropyl-2-(8-methoxy-[1,2,4]triazolo[1,5-a]pyridin-6-yl)-1H-indol-5-yl)cyclohexyl)acetamide C(C)N(CC(=O)NC1CCC(CC1)C=1C=C2C(=C(NC2=CC1)C=1C=C(C=2N(C1)N=CN2)OC)C(C)C)C